OC1=CC2=CC(=C(C=C2C=C1O)O)O 2,3,6,7-tetrahydroxynaphthalene